2-(2-oxopropyl)-4-(piperazin-1-yl)indazole-7-carboxamide trifluoroacetic acid salt FC(C(=O)O)(F)F.O=C(CN1N=C2C(=CC=C(C2=C1)N1CCNCC1)C(=O)N)C